COC(=O)C=1C=CC2=C(N(C(=N2)CN2CCN(CC2)C(=O)C2OC(OC2)(C)C2=C(C=C(C=C2)Cl)F)C[C@H]2OCC2)C1 2-((4-(2-(4-Chloro-2-fluorophenyl)-2-methyl-1,3-dioxolane-4-carbonyl)piperazin-1-yl)methyl)-1-(((S)-oxetan-2-yl)methyl)-1H-benzo[d]imidazole-6-carboxylic acid methyl ester